CC1=CN=C(S1)NC1=CC(=CC(=N1)NC1CN(CCC1)C(C=C)=O)CC=1C=NC=CC1 1-(3-((6-((5-methylthiazol-2-yl)amino)-4-(pyridin-3-ylmethyl)pyridin-2-yl)amino)piperidin-1-yl)prop-2-en-1-one